diallyl-sym-triazine C(C=C)C1=NC(=NC=N1)CC=C